3,3-Difluorobutan-2-one FC(C(C)=O)(C)F